2-(2-ethoxyethoxy)ethyl-oxetanyl-methanol C(C)OCCOCCC(O)C1OCC1